C(C)(C)(C)C1=CC=C(CSC2=C(C=C(/C(=N/OCC)/N)C=C2)C2=NC3=C(N2C)C=CC(=C3)C(F)(F)F)C=C1 (Z)-4-((4-(tert-butyl)benzyl)thio)-N'-ethoxy-3-(1-methyl-5-(trifluoromethyl)-1H-benzo[d]imidazol-2-yl)benzamidine